2-(5-bromo-2-methylphenyl)pyrido[3,4-d]pyrimidin-8-amine BrC=1C=CC(=C(C1)C=1N=CC2=C(N1)C(=NC=C2)N)C